3-pyrrolyl-indenyl-tert-butylamino-dimethyl-titanium N1C(=CC=C1)C1=CC(C2=CC=CC=C12)[Ti](C)(C)NC(C)(C)C